1,1,1,5,5,5-hexamethyl-3-phenyl-3-(trimethylsilyloxy)trisiloxane C[Si](O[Si](O[Si](C)(C)C)(O[Si](C)(C)C)C1=CC=CC=C1)(C)C